5-Bromo-2-fluorobenzenesulfonyl chloride BrC=1C=CC(=C(C1)S(=O)(=O)Cl)F